(2-((5-Chloro-2-((2,3-dihydro-1H-inden-2-yl)amino)pyrimidin-4-yl)amino)phenyl)dimethylphosphine oxide ClC=1C(=NC(=NC1)NC1CC2=CC=CC=C2C1)NC1=C(C=CC=C1)P(C)(C)=O